(R)-4-(6-Fluoro-2-(5-fluoropyridin-2-yl)-6-(methoxymethyl)-4,5,6,7-tetrahydropyrazolo[1,5-a]pyridin-3-yl)-6-methyl-1H-pyrazolo[3,4-b]pyridine F[C@@]1(CCC=2N(C1)N=C(C2C2=C1C(=NC(=C2)C)NN=C1)C1=NC=C(C=C1)F)COC